3-(4,6-dihydroxypyrimidin-5-yl)butyric acid methyl ester COC(CC(C)C=1C(=NC=NC1O)O)=O